ClC1=CC(=C(C=C1Cl)[C@H](N[S@@](=O)C(C)(C)C)C1CCN(CC1)C=1C=NN(C1)C(C1=CC=CC=C1)(C1=CC=CC=C1)C1=CC=CC=C1)O (S)-N-[(R)-(4,5-dichloro-2-hydroxyphenyl)([1-[1-(triphenylmethyl)-1H-pyrazol-4-yl]piperidin-4-yl])methyl]-2-methylpropane-2-sulfinamide